tert-butyl (2S,4R)-4-[tert-butyl(dimethyl)silyl]oxy-2-[1-[(2-phenylmethoxyphenyl)methyl]imidazol-2-yl]pyrrolidine-1-carboxylate [Si](C)(C)(C(C)(C)C)O[C@@H]1C[C@H](N(C1)C(=O)OC(C)(C)C)C=1N(C=CN1)CC1=C(C=CC=C1)OCC1=CC=CC=C1